COC(=O)C1=CSC(=C1)S(=O)(=O)Cl 5-(chlorosulfonyl)thiophene-3-carboxylic acid methyl ester